C(C)OC(\C(=C(/C)\OCC)\C#N)=O (E)-2-cyano-3-ethoxy-but-2-enoic acid ethyl ester